BrC=1C=CC(=NC1C)C=1N=NN(C1CN1C(N(C=C1)CC(C)C)=O)C 1-((4-(5-bromo-6-methylpyridin-2-yl)-1-methyl-1H-1,2,3-triazol-5-yl)methyl)-3-isobutyl-1,3-dihydro-2H-imidazol-2-one